COC(C1=CC(=C(C=C1)N)NC[C@H]1COCC1)=O (S)-4-amino-3-(((tetrahydrofuran-3-yl)methyl)amino)benzoic acid methyl ester